CC1=CC2=C(C(=C1)O)C(=C3C(=O)CCC=C3[C@]2([C@H]4[C@@H]([C@H]([C@H]([C@@H](O4)OC(=O)C)O)O)O)O)O The molecule is a C-glycosyl compound that is 1,8,10-trihydroxy-3-methylanthracen-9(10H)-one substituted by a 1-O-acetyl-alpha-L-lyxopyranosyl moiety at position 10 via a C-glycosidic linkage (the 10S stereoisomer). It is isolated from the leaves of Alvaradoa haitiensis and exhibits cytotoxicity against human oral epidermoid carcinoma. It has a role as a metabolite and an antineoplastic agent. It is an acetate ester, a member of anthracenes, a C-glycosyl compound and a polyphenol.